cholesterol octadecane-9,12-dienoate C(CCCCCCCC=CCC=CCCCCC)(=O)O[C@@H]1CC2=CC[C@H]3[C@@H]4CC[C@H]([C@@H](CCCC(C)C)C)[C@]4(CC[C@@H]3[C@]2(CC1)C)C